Cl[Si](N1[Si](N([Si]1(C)C)[Si](C1=CC=CC=C1)(C1=CC=CC=C1)Cl)(C)C)(C1=CC=CC=C1)C1=CC=CC=C1 1,3-bis(chlorodiphenylsilyl)-2,2,4,4-tetramethylcyclodisilazane